2-{[(2S)-1-acetyl-6-[4-(1,1-dioxo-1λ6,2-thiazolidin-2-yl)phenyl]-2-methyl-1,2,3,4-tetrahydroquinolin-5-yl]oxy}-N,N-dimethylacetamide C(C)(=O)N1[C@H](CCC2=C(C(=CC=C12)C1=CC=C(C=C1)N1S(CCC1)(=O)=O)OCC(=O)N(C)C)C